NC1=NC(=C2C(=N1)N(N=C2)CCOC2=CC=C(C(=O)NO)C=C2)C=2OC=CC2 4-(2-(6-amino-4-(furan-2-yl)-1H-pyrazolo[3,4-d]pyrimidin-1-yl)ethoxy)-N-hydroxybenzoamide